1,4-bis(2-triisocyanatosilylethoxy)-1,4-bis(trifluoromethyl)hexafluorobutane N(=C=O)[Si](CCOC(C(C(C(C(F)(F)F)(OCC[Si](N=C=O)(N=C=O)N=C=O)F)(F)F)(F)F)(C(F)(F)F)F)(N=C=O)N=C=O